N-[(2S,3R)-2-[(3',5'-difluoro[1,1'-biphenyl]-3-yl)methyl]-4,4-difluoro-1-(oxetane-2-carbonyl)pyrrolidin-3-yl]ethanesulfonamide FC=1C=C(C=C(C1)F)C1=CC(=CC=C1)C[C@@H]1N(CC([C@@H]1NS(=O)(=O)CC)(F)F)C(=O)C1OCC1